CC(C([2H])([2H])C1=CC(=NC=C1C([2H])([2H])[2H])C1=CC=CC=2C3=C(OC21)C=C(C=C3)C3=NC(=NC(=C3)C)C)(C)C 4-(6-(4-(2,2-dimethylpropyl-1,1-d2)-5-(methyl-d3)pyridin-2-yl)dibenzo[b,d]furan-3-yl)-2,6-dimethylpyrimidine